ClC=1C=C(C(=[N+](C1)[O-])C)C1=CC=C(C=C1)NC([C@@H](NC(=O)C1=CC=NN1CC)C1CCC(CC1)(F)F)=O (S)-5-chloro-3-(4-(2-(4,4-difluorocyclohexyl)-2-(1-ethyl-1H-pyrazole-5-carboxamido)acetamido)phenyl)-2-methylpyridine 1-oxide